C(C)(C)(C)OC(=O)N1CC(CC1)N1C(C=CC(=C1)Br)=O tert-butyl-3-(5-bromo-2-oxopyridin-1-yl)pyrrolidine-1-carboxylate